COC(=O)[C@@H](NC([C@H](CO[Si](C(C)(C)C)(C)C)NC(=O)OC1CCN(CC1)C(=O)OC(C)(C)C)=O)COC(C)=O Tert-butyl 4-((((6s,9s)-9-(methoxycarbonyl)-2,2,3,3-tetramethyl-7,12-dioxo-4,11-dioxa-8-aza-3-silatridecan-6-yl)carbamoyl)oxy)piperidine-1-carboxylate